(2S,3R,4S,5R)-4-chloro-5-(5-fluoro-2,4-dioxo-3H-pyrimidin-1-yl)-3-[(4-methoxyphenyl)diphenylmethoxy]oxolane-2-carbaldehyde Cl[C@H]1[C@@H]([C@H](O[C@H]1N1C(NC(C(=C1)F)=O)=O)C=O)OC(C1=CC=CC=C1)(C1=CC=CC=C1)C1=CC=C(C=C1)OC